ClC=1C=C2C(=CC1)NC(C21CCN(CC1)CCOC=1C=NC=2N(C(CCC2C1)=O)C1CC(C1)(C(C)C)O)=O 5-chloro-1'-[2-({7-oxo-8-[(cis)-3-hydroxy-3-(propan-2-yl)cyclobutyl]-5,6,7,8-tetrahydro-1,8-naphthyridin-3-yl}oxy)ethyl]-1,2-dihydrospiro[indole-3,4'-piperidin]-2-one